C(CCCCCC)OC(CCCCC(=O)O)=O 6-(Heptyloxy)-6-oxohexanoic acid